COC(=O)C1N(CCN(C1)C=1C=2N(C=C(C1)C1CC1)C=C(N2)CNC2=NC=NC(=C2)NC(=O)[C@@H]2[C@H](C2)C2=CC(=CC=C2)Cl)C methyl-4-(2-(((6-((1S,2S)-2-(3-chloro phenyl)cyclopropane-1-carboxamido) pyrimidin-4-yl)amino)methyl)-6-cyclopropylimidazo[1,2-a]pyridin-8-yl)-1-methylpiperazine-2-carboxylate